OC(CNC(OC(C)(C)C)=O)CNCC1=CC=C(C=C1)OC tert-butyl N-[2-hydroxy-3-[(4-methoxyphenyl)methylamino]propyl]carbamate